CC=1N(C2=CC=CC=C2C1C1(OC(=O)C2=CC=CN=C12)C1=C(C=C(C=C1)N(CC)CC)OCC)CCCCCCCC 3-(2-Methyl-1-n-octylindole-3-yl)-3-(4-diethylamino-2-ethoxyphenyl)-4-azaphthalide